P(=O)(OC=1C(=NC=C(C1)\C=C\C1=C(C=CC=C1)F)C(C)C)(O)[O-] (E)-5-(2-fluorostyryl)-2-isopropylpyridin-3-yl hydrogen phosphate